CC1=C(C(=CC=C1)C(F)(F)F)COC1=CC=C(C=C1)N1N=C(N=C1)C(=O)OC methyl 1-(4-{[2-methyl-6-(trifluoromethyl)phenyl]methoxy} phenyl)-1,2,4-triazole-3-carboxylate